1-ethyl-1-Butylpiperidinium bis(pentafluoroethanesulfonyl)imide [N-](S(=O)(=O)C(F)(F)C(F)(F)F)S(=O)(=O)C(F)(F)C(F)(F)F.C(C)[N+]1(CCCCC1)CCCC